7-cyclopropyl-2-(trifluoromethyl)-4H-pyrido[1,2-a]pyrimidin-4-one C1(CC1)C=1C=CC=2N(C(C=C(N2)C(F)(F)F)=O)C1